P(=O)(OCC(F)(F)F)(OCC(C(F)F)(F)F)OC (2,2,2-trifluoroethyl) (2,2,3,3-tetrafluoropropyl) methyl phosphate